C(CCCCC)(=O)OCCCCCCCCCCCCC n-tridecyl caproate